N-(1-(2-(1H-pyrazol-3-yl)quinolin-4-yl)cyclopropyl)-2-methyl-5-(4-methylpiperazin-1-yl)benzamide N1N=C(C=C1)C1=NC2=CC=CC=C2C(=C1)C1(CC1)NC(C1=C(C=CC(=C1)N1CCN(CC1)C)C)=O